C(C(CC)C(=O)O)(C(=O)O)(C(=O)O)C(=O)O.C1(CCCCCO1)=O ε-caprolactone butanetetracarboxylate